C(C=C)(=O)NC=1C=C(C=CC1C)NC1=CC(=CN(C1=O)C)C=1C(=C(C=CC1)NC(C1=CC=C(C=C1)C(C)(C)C)=O)C N-(3-(5-((3-acrylamido-4-methylphenyl)amino)-1-methyl-6-oxo-1,6-dihydropyridin-3-yl)-2-methylphenyl)-4-(tert-butyl)benzamide